6-Chloro-3-[1-[6-fluoro-3-methyl-2-(1-methylpyrazol-4-yl)-4-oxo-chromen-8-yl]ethylamino]-N-methylsulfonyl-pyridine-2-carboxamide ClC1=CC=C(C(=N1)C(=O)NS(=O)(=O)C)NC(C)C=1C=C(C=C2C(C(=C(OC12)C=1C=NN(C1)C)C)=O)F